ethylhydroxytrimethylolpropane triacrylate C(C=C)(=O)O.C(C=C)(=O)O.C(C=C)(=O)O.C(C)C(C(CO)(CO)CO)(C)O